2,4,6-Triisopropyl-m-phenylendiisocyanate C(C)(C)C1=C(C(=CC(=C1N=C=O)C(C)C)C(C)C)N=C=O